demethylharmine C1=NC=CC=2C3=CC=C(OC)C=C3NC12